O=C(CSC#N)C=1C=NC=CC1 2-oxo-2-(pyridin-3-yl)ethyl thiocyanate